ClC=1C=C(C=NC1)C1=NC=2N(C(=C1)C)N(CC2C(=O)O)[C@H](C)C2CC2 (R)-5-(5-Chloropyridin-3-yl)-N-(1-cyclopropylethyl)-7-methylpyrazolo[1,5-a]Pyrimidine-3-carboxylic acid